N-[2-fluoro-3-[5-(4-fluorophenyl)-1H-pyrrolo[2,3-b]pyridine-3-carbonyl]phenyl]pyrrolidine FC1=C(C=CC=C1C(=O)C1=CNC2=NC=C(C=C21)C2=CC=C(C=C2)F)N2CCCC2